C(C)(C)(C)NS(=O)(=O)C1=CC(=CC=C1)NC1=NC(=NC=C1C)NC1=CC=C(C=C1)OCCN1CCNCC1 N-(tert-butyl)-3-((5-methyl-2-((4-(2-(piperazine-1-yl)ethoxy)phenyl)amino)pyrimidin-4-yl)amino)benzenesulfonamide